3-(4-methoxyphenyl)-6-(6-methoxypyridin-3-yl)-1,4-dihydrothieno[2',3':4,5]cyclopenta[1,2-c]pyrazole COC1=CC=C(C=C1)C=1C2=C(NN1)C1=C(C2)SC(=C1)C=1C=NC(=CC1)OC